CC1=CC=C(C=C1)S p-thiocresol